4-((1-(4-(8-(2-aminopyridin-3-yl)-9H-purin-9-yl)benzyl)piperidin-4-yl)amino)pyrimidine-2-carbonitrile NC1=NC=CC=C1C=1N(C2=NC=NC=C2N1)C1=CC=C(CN2CCC(CC2)NC2=NC(=NC=C2)C#N)C=C1